C(C)(C)(C)OC(=O)N1C(C2=CC=NC=C2CC1)C methyl-3,4-dihydro-1H-2,6-naphthyridine-2-carboxylic acid tert-butyl ester